rac-tert-butyl (4aR,7aS)-4-(2-(4-chloro-2-fluorophenyl)-2-methylbenzo[d][1,3]dioxol-4-yl)hexahydrofuro[3,4-b]pyrazine-1(2H)-carboxylate ClC1=CC(=C(C=C1)[C@]1(OC2=C(O1)C=CC=C2N2[C@@H]1[C@H](N(CC2)C(=O)OC(C)(C)C)COC1)C)F |&1:7|